1,4-methanonaphthalene C12=CC=C(C3=CC=CC=C13)C2